5-(3-oxopiperazin-1-yl)-8-(piperidin-4-yloxy)isoquinoline-3-carboxamide O=C1CN(CCN1)C1=C2C=C(N=CC2=C(C=C1)OC1CCNCC1)C(=O)N